tert-butyl (2R,6S)-4-[8-({8-fluoro-2-methylimidazo[1,2-a]pyridin-6-yl}carbamoyl)-3-methoxy-2-methylquinoxalin-5-yl]-2,6-dimethylpiperazine-1-carboxylate FC=1C=2N(C=C(C1)NC(=O)C=1C=CC(=C3N=C(C(=NC13)C)OC)N1C[C@H](N([C@H](C1)C)C(=O)OC(C)(C)C)C)C=C(N2)C